N-({4-amino-1H,3H-furo[3,4-c]quinolin-7-yl}methyl)-2-cyclopropyl-N-[2-(difluoromethoxy)pyridin-3-yl]pyrimidine-5-carboxamide NC1=NC=2C=C(C=CC2C2=C1COC2)CN(C(=O)C=2C=NC(=NC2)C2CC2)C=2C(=NC=CC2)OC(F)F